CC1=C(C=C(C(=C1)OCCC[Si](C)(C)C)C(F)(F)F)N=CN(C)CC N'-(2-methyl-5-trifluoromethyl-4-(3-trimethylsilyl-propoxy)phenyl)-N-ethyl-N-methyl-formamidine